ClC=1C(=NC=C(C1B(O)O)Cl)F 3,5-DICHLORO-2-FLUOROPYRIDIN-4-YLBORONIC ACID